octan-6-ol CCCCCC(CC)O